FC1=CC2=C(N(C(=N2)N2C[C@H]([C@@H](CC2)F)N)CC2=NC=C(C=C2)S(=O)(=O)C)C(=C1)F (3r,4r)-1-(5,7-difluoro-1-((5-(methylsulfonyl)pyridin-2-yl)methyl)-1H-benzo[d]imidazol-2-yl)-4-fluoropiperidin-3-amine